(5r,8r)-N-(2,4-dichloro-6-fluorobenzyl)-5-fluoro-8-hydroxy-5,6,7,8-tetrahydroquinoline-5-carboxamide ClC1=C(CNC(=O)[C@@]2(C=3C=CC=NC3[C@@H](CC2)O)F)C(=CC(=C1)Cl)F